4,6-dichloro-N-isopropyl-1,3,5-triazin-2-amine ClC1=NC(=NC(=N1)Cl)NC(C)C